ClC1=C(C=2C(=C(SC2C(=O)N(C)C)C(=O)N(C)C)C(=C1)C#N)C#N 5-chloro-4,7-dicyano-N1,N1,N3,N3-tetramethylbenzo[c]thiophene-1,3-dicarboxamide